C1(=CC=C(C=C1)C(C)C1=C(C=CC(=C1)N)NC1=CC=CC=C1)C(C)C1=C(C=CC(=C1)N)NC1=CC=CC=C1 N'-(1,4-phenylenedi(ethane-1,1-diyl))bis(N-phenylbenzene-1,4-diamine)